3-[2-(4,6-difluoro-1-methyl-1,3-benzodiazol-5-yl)ethynyl]-1-[(3s,5r)-5-(methoxymethyl)-1-(prop-2-enoyl)pyrrolidin-3-yl]-5-(methylamino)pyrazole-4-carboxamide FC1=C(C(=CC=2N(C=NC21)C)F)C#CC2=NN(C(=C2C(=O)N)NC)[C@@H]2CN([C@H](C2)COC)C(C=C)=O